(3R)-N-[3-[2-[3-(1-acetylpiperidin-4-yl)propylamino]-8-methyl-7-oxopyrido[2,3-d]pyrimidin-6-yl]-2,4-difluorophenyl]-3-fluoropyrrolidine-1-sulfonamide C(C)(=O)N1CCC(CC1)CCCNC=1N=CC2=C(N1)N(C(C(=C2)C=2C(=C(C=CC2F)NS(=O)(=O)N2C[C@@H](CC2)F)F)=O)C